NCC1=CC=C(C=C1)NC(=O)C1=CC2=C(OCCC3=C2SC=C3)C=C1C=1C(=NC(=CC1)C(NC1CCC(CC1)(C)C)=O)C(=O)O 3-(9-((4-(aminomethyl)phenyl)carbamoyl)-4,5-dihydrobenzo[b]thieno[2,3-d]oxepin-8-yl)-6-((4,4-dimethylcyclohexyl)carbamoyl)picolinic acid